BrC1=CC(=C(C(=C1)OC[C@@H]1CNCCO1)C1=CC(=NN1)NC=1N=CC(=NC1)C#N)F (S)-5-((5-(4-bromo-2-fluoro-6-(morpholin-2-ylmethoxy)phenyl)-1H-pyrazol-3-yl)amino)pyrazine-2-carbonitrile